ClC=1C(=C(C=CC1F)C1(NC=NC2=CC(=C(C=C12)N)C#CC1(CN(CC1)C)C)N)F 4-(3-chloro-2,4-difluorophenyl)-7-((1,3-dimethylpyrrolidin-3-yl)ethynyl)quinazoline-4,6-diamine